(±)-trans-N-[8-amino-6-(1-tetrahydropyran-2-ylpyrazol-4-yl)-3-isoquinolyl]-2-cyano-cyclopropanecarboxamide NC=1C=C(C=C2C=C(N=CC12)NC(=O)[C@H]1[C@@H](C1)C#N)C=1C=NN(C1)[C@@H]1OCCCC1 |&1:24|